2-(5-chloro-2H-benzotriazole-2-yl)-6-(2-methyl-2-propyl)-4-vinylphenol ClC1=CC=2C(=NN(N2)C2=C(C(=CC(=C2)C=C)C(C)(C)C)O)C=C1